C(C)(C)(C)OC(=O)NC(C(=O)OC)CC=1N(C=NC1)C methyl 2-(tert-butoxycarbonylamino)-3-(3-methylimidazol-4-yl)propanoate